C(C)(C)(C)OC([C@@H](N(C(CCl)=O)CC(=O)NC1=C(C=CC(=C1)Cl)N1N=NC(=C1)Cl)CC1=CC=CC=C1)=O N-(2-((5-chloro-2-(4-chloro-1H-1,2,3-triazol-1-yl)phenyl)amino)-2-oxoethyl)-N-(2-chloroacetyl)phenylalanine tert-butyl ester